FC(CN1C=C(C=C(C1=O)F)NC(=O)C1=CN=C(S1)C(F)(F)F)F N-(1-(2,2-difluoroethyl)-5-fluoro-6-oxo-1,6-dihydropyridin-3-yl)-2-(trifluoromethyl)thiazole-5-carboxamide